P(=O)(OC(C)C)(OC(C)C)F di-isopropyl fluorophosphate